C(=CC=CCCCCCC)O decanedienol